3-bromo-4-(tert-butyl)-N,N-bis(4-methoxybenzyl)aniline BrC=1C=C(N(CC2=CC=C(C=C2)OC)CC2=CC=C(C=C2)OC)C=CC1C(C)(C)C